ClC1=C(C=C2C=C(N=CC2=C1)NC(=O)[C@@H]1CC12CCC(CC2)(F)F)N2CCN(CC2)[C@]2(COC[C@H]2O)C (1R)-N-(7-chloro-6-(4-((3S,4S)-4-hydroxy-3-methyltetrahydrofuran-3-yl)piperazin-1-yl)isoquinolin-3-yl)-6,6-difluorospiro[2.5]octane-1-carboxamide